OCC1CCC(CC1)C(=O)OC 1-(1R,4r)-Methyl 4-(hydroxymethyl)cyclohexanecarboxylate